6-((S)-2-(2-Chlorophenyl)pyrrolidin-1-yl)-N-((R,E)-4-(methylsulfonyl)but-3-en-2-yl)-4-(trifluoromethyl)nicotinamide ClC1=C(C=CC=C1)[C@H]1N(CCC1)C1=NC=C(C(=O)N[C@H](C)\C=C\S(=O)(=O)C)C(=C1)C(F)(F)F